1-(4-bromo-2-fluorophenyl)-1H-tetrazole BrC1=CC(=C(C=C1)N1N=NN=C1)F